Cl.CC=1N=C2N(N=C(C=C2C)C=2SC=3N=C(SC3N2)C2CCNCC2)C1 2,8-dimethyl-6-[5-(piperidin-4-yl)[1,3]thiazolo[5,4-d][1,3]thiazol-2-yl]imidazo[1,2-b]pyridazine hydrochloride